NCC=1C=C(C=NC1F)NC1C(NC(CC1)=O)=O 3-((5-(Aminomethyl)-6-fluoropyridin-3-yl)amino)piperidine-2,6-dione